Methyl 4-[(1S)-1-[[4-[6-(cyclohexylmethoxy)-3-pyridyl]tetrahydropyran-4-carbonyl]amino]ethyl]benzoate C1(CCCCC1)COC1=CC=C(C=N1)C1(CCOCC1)C(=O)N[C@@H](C)C1=CC=C(C(=O)OC)C=C1